BrCCOCCOCCOCC1C2C=CC(C1)C2 5-[2-[2-(2-bromoethoxy)ethoxy]ethoxymethyl]bicyclo[2.2.1]hept-2-en